CN1N=C2C(NCCC2=C1C1=CC=CC=C1)C 2,7-Dimethyl-3-phenyl-2,4,5,7-tetrahydro-6H-pyrazolo[3,4-c]pyridin